ethyl 5-acetamido-1-(2,4-difluorophenyl)pyrazole-4-carboxylate C(C)(=O)NC1=C(C=NN1C1=C(C=C(C=C1)F)F)C(=O)OCC